C(C)C1=NN(C(=C1)COC1=CC=C(C=C1)C=1C=C(C(NC1C(F)(F)F)=O)C(=O)N)C 5-(4-((3-ethyl-1-methyl-1H-pyrazol-5-yl)methoxy)phenyl)-2-oxo-6-(trifluoromethyl)-1,2-dihydropyridine-3-carboxamide